anti-phytol CC(C)CCC[C@@H](C)CCC[C@@H](C)CCC\C(\C)=C\CO